CN[SiH2][SiH2][SiH3] methylaminotri-silane